CN[C@@H](CSC[C@H](N)C(=O)O)C(=O)O methyllanthionine